ClC1=C(C(=CC=C1C)F)CC(=O)NC1=CC(=C(C=C1)N1N=CC(=C1)C(F)(F)F)S(N)(=O)=O 2-(2-chloro-6-fluoro-3-methylphenyl)-N-{3-sulfamoyl-4-[4-(trifluoromethyl)-1H-pyrazol-1-yl]phenyl}acetamide